(S)-4-(2-chloro-5-methyl-4-(prop-2-yn-1-yloxy)phenyl)-N-(2-cyclopropyl-1-(3-fluoro-4-methylphenyl)ethyl)-5-methyl-N-(prop-2-yn-1-yl)thiazol-2-amine ClC1=C(C=C(C(=C1)OCC#C)C)C=1N=C(SC1C)N(CC#C)[C@@H](CC1CC1)C1=CC(=C(C=C1)C)F